6-chloro-4-[4-hydroxy-4-(3-isopropoxy-6-methyl-2-pyridinyl)-1-piperidinyl]-1-methyl-2-oxo-1,5-naphthyridine-3-carbonitrile ClC=1N=C2C(=C(C(N(C2=CC1)C)=O)C#N)N1CCC(CC1)(C1=NC(=CC=C1OC(C)C)C)O